NCC(CN1N=CN(C1=O)C1=NC=C(C=C1C)C1=CC(=CC=C1)C1=NNC=C1)=C(F)F 2-[2-(aminomethyl)-3,3-difluoro-allyl]-4-[3-methyl-5-[3-(1H-pyrazol-3-yl)phenyl]-2-pyridinyl]-1,2,4-triazol-3-one